C(\C=C(/C)\CCC=C(C)C)OP([O-])(=O)OP(=O)([O-])[O-] geranyldiphosphate